O=C1NC=C(C2=C1C=CS2)C(=O)OC methyl 4-oxo-4,5-dihydrothieno[3,2-c]pyridine-7-carboxylate